1-(6-(2-methyl-2H-pyrazolo[3,4-b]pyridin-5-yl)thieno[2,3-b]pyridin-2-yl)cyclopentanol CN1N=C2N=CC(=CC2=C1)C1=CC=C2C(=N1)SC(=C2)C2(CCCC2)O